2-(3-bromo-4-fluorophenyl)acetyl chloride BrC=1C=C(C=CC1F)CC(=O)Cl